6-amino-3-(difluoromethoxy)pyrazine-2-carbonitrile NC1=CN=C(C(=N1)C#N)OC(F)F